C(C)(C)C1=CC=CC=2N1N=C(N2)C(=O)N[C@H]2COC1=C(N(C2=O)C)C=CC=C1 5-isopropyl-N-[(3S)-5-methyl-4-oxo-2,3-dihydro-1,5-benzoxazepin-3-yl]-[1,2,4]triazolo[1,5-a]pyridine-2-carboxamide